3-Benzyl-6-(2-(benzyloxycarbonyl)ethyl)-2,5-diketopiperazin C(C1=CC=CC=C1)C1C(NC(C(N1)=O)CCC(=O)OCC1=CC=CC=C1)=O